1-(5-(difluoromethyl)pyridin-2-yl)ethan-1-ol FC(C=1C=CC(=NC1)C(C)O)F